CC1NCCOC1 3-Methylmorpholine